N-((S)-1-((3R,5'S)-5-chloro-5'-cyano-2-oxospiro[indoline-3,3'-pyrrolidin]-1'-yl)-4-fluoro-4-methyl-1-oxopentan-2-yl)-N-methyl-1-(pyridin-4-yl)cyclopropane-1-carboxamide ClC=1C=C2C(=CC1)NC([C@@]21CN([C@@H](C1)C#N)C([C@H](CC(C)(C)F)N(C(=O)C1(CC1)C1=CC=NC=C1)C)=O)=O